N2-(4-(((2-amino-4-oxo-3,4-dihydropteridin-6-yl)methyl)amino)benzoyl)-N5-(4-(1-(15-oxo-15-(perfluorophenoxy)-3,6,9,12-tetraoxapentadecyl)-1H-1,2,3-triazol-4-yl)butyl)-L-glutamine NC1=NC2=NC=C(N=C2C(N1)=O)CNC1=CC=C(C(=O)N[C@@H](CCC(NCCCCC=2N=NN(C2)CCOCCOCCOCCOCCC(OC2=C(C(=C(C(=C2F)F)F)F)F)=O)=O)C(=O)O)C=C1